5-formyl-2-furanic acid C(=O)C1=CC=C(O1)C(=O)O